7-((5-((3s,4s)-4-fluoro-3-hydroxypiperidin-1-yl)pyridin-2-yl)amino)-4-(imidazo[1,2-a]pyrazin-3-yl)-1-oxoisoindoline-2-carboxylic acid tert-butyl ester C(C)(C)(C)OC(=O)N1C(C2=C(C=CC(=C2C1)C1=CN=C2N1C=CN=C2)NC2=NC=C(C=C2)N2C[C@@H]([C@H](CC2)F)O)=O